2,2',3,3',5,5',6,6'-octafluoro-4-bromobiphenyl FC1=C(C(=C(C(=C1F)Br)F)F)C1=C(C(=CC(=C1F)F)F)F